OC(CC)C1=CC=C(OCC2=CC(=NN2C2=CC=CC=C2)C)C=C1 5-[[4-(1-hydroxypropyl)phenoxy]methyl]-3-methyl-1-phenyl-pyrazole